C(C)(C)(C)C1=CC=C(C=C1)[C@H]1P([C@@H](CC1)C1=CC=C(C=C1)C(C)(C)C)Cl |r| rac-(2S,5S)-2,5-bis(4-tert-butylphenyl)-1-chlorophospholane